3-(3-hydroxyphenyl)-4-methyl-2H-chromen-6-ol OC=1C=C(C=CC1)C=1COC2=CC=C(C=C2C1C)O